1-(4-(2-(cyclohexylamino)ethyl)benzyl)-2-(4-methoxyphenyl)-3-methyl-1H-indol-5-ol C1(CCCCC1)NCCC1=CC=C(CN2C(=C(C3=CC(=CC=C23)O)C)C2=CC=C(C=C2)OC)C=C1